O1COC2=C1C=CC(=C2)C=2C1=C(C(N(C2)C)=O)NC=C1 4-(Benzo[d][1,3]dioxol-5-yl)-6-methyl-1,6-dihydro-7H-pyrrolo[2,3-c]pyridin-7-one